β-chlorostyrene ClC=CC1=CC=CC=C1